tert-butyl 2-(1-(4-amino-2-fluorophenyl)-4-methoxypiperidin-4-yl)acetate NC1=CC(=C(C=C1)N1CCC(CC1)(OC)CC(=O)OC(C)(C)C)F